tungsten-lead [Pb].[W]